COC1=C(C=CC=C1C1=NN(C=N1)C)NC(=O)C=1C=NN2C1N=C(C=C2)NC(=O)C2CCOCC2 N-(2-methoxy-3-(1-methyl-1H-1,2,4-triazol-3-yl)phenyl)-5-(tetrahydro-2H-pyran-4-carboxamido)pyrazolo[1,5-a]pyrimidine-3-carboxamide